ClC=1C=C(C=CC1C(=O)N1CCN(CC1)C(=O)C1(CCNCC1)O)NC(=O)C=1N(C(=CN1)C1=C(C(=C(C=C1)OCC)F)F)C N-[3-chloro-4-[4-(4-hydroxypiperidine-4-carbonyl)piperazine-1-carbonyl]phenyl]-5-(4-ethoxy-2,3-difluoro-phenyl)-1-methyl-imidazole-2-carboxamide